CC(CNC(C(C(C)(C)S)NC(CCCCC(=O)NC(C(=O)NC)C(C)(C)S)=O)=O)(CNC)C N1-(1-((2,2-dimethyl-3-(methylamino)propyl)amino)-3-mercapto-3-methyl-1-oxobutan-2-yl)-N6-(3-mercapto-3-methyl-1-(methylamino)-1-oxobutan-2-yl)adipamide